COC1=C(C=C(C=C1)OC)NC(=O)N1C([C@](CC1)(C1=CC=C(C=C1)C)C=1SC=CN1)C (3S)-N-(2,5-dimethoxyphenyl)-2-methyl-3-(thiazol-2-yl)-3-(p-tolyl)pyrrolidine-1-carboxamide